(3R,5S)-1-[3-acetyl-6-[5-[(6-methylpyridazin-3-yl)amino]benzimidazol-1-yl]-2-pyridinyl]-5-methyl-pyrrolidine-3-carbonitrile C(C)(=O)C=1C(=NC(=CC1)N1C=NC2=C1C=CC(=C2)NC=2N=NC(=CC2)C)N2C[C@@H](C[C@@H]2C)C#N